BrCC#CC1CC1 (3-bromo-1-propyn-1-yl)cyclopropane